CC1N([C@@H](CC1)C)C(=O)N[C@@H](C(=O)O)CCN(CCOCC(F)(F)F)CCCCC1=NC=2NCCCC2C=C1 (2R)-2-[[(5R)-2,5-dimethylpyrrolidine-1-carbonyl]amino]-4-[4-(5,6,7,8-tetrahydro-1,8-naphthyridin-2-yl)butyl-[2-(2,2,2-trifluoroethoxy)ethyl]amino]butanoic acid